methyl 4-[(2S,5S)-2,3-dihydro-2,5-methano-1,4-benzoxazepine-4(5H)-carbonyl]bicyclo[2.2.1]heptane-1-carboxylate O1[C@@H]2CN([C@H](C3=C1C=CC=C3)C2)C(=O)C23CCC(CC2)(C3)C(=O)OC